N-(3-Methyl-1,2-thiazol-5-yl)-2-[4-(1H-pyrazol-5-yl)benzoyl]cyclohexanecarboxamide CC1=NSC(=C1)NC(=O)C1C(CCCC1)C(C1=CC=C(C=C1)C1=CC=NN1)=O